CC=1C=CC2=C(C(C(O2)=CC=2OC(=CC2)C2=C(C=CC=C2)[N+](=O)[O-])=O)C1 5-Methyl-2-[[5-(2-nitrophenyl)-2-furanyl]methylene]-3(2H)-benzofuranone